N-(dimethylamino)pyridine CN(N1CC=CC=C1)C